N-(2-((4S,SR)-1-methyl-7-oxa-1-azaspiro[4.4]nonan-4-yl)thieno[2,3-b]pyridin-4-yl)benzo[d]thiazol-5-amine CN1CC[C@@H]([C@@]12COCC2)C2=CC=1C(=NC=CC1NC=1C=CC3=C(N=CS3)C1)S2 |&1:5|